ClC1=CC(=C2C(=N1)C(=C(S2)C[C@@H](N)C(=O)NC2=CC=NN2C)C)NCC=2OC=CC2 3-(5-chloro-7-([(furan-2-yl)methyl]amino)-3-methylthieno[3,2-b]pyridin-2-yl)-N-(1-methyl-1H-pyrazol-5-yl)-D-alaninamide